5-azido-3-(ethylsulfanyl)-2-[3-methyl-6-(1,1,2,2,2-pentafluoroethyl)imidazo[4,5-b]pyridin-2-yl]pyridine N(=[N+]=[N-])C=1C=C(C(=NC1)C1=NC=2C(=NC=C(C2)C(C(F)(F)F)(F)F)N1C)SCC